3-chloro-4-[(3,5-difluoropyridin-2-yl)methoxy]-2'-[(2E)-3-(dimethylamino)prop-2-enoyl]-3',5',6-trimethyl-[1,4'-bipyridin]-2-one ClC=1C(N(C(=CC1OCC1=NC=C(C=C1F)F)C)C1=C(C(=NC=C1C)C(\C=C\N(C)C)=O)C)=O